cyclohexane-1,4-diylbis(4-hydroxybenzoate) C1(CCC(CC1)C1=C(C(=O)[O-])C=CC(=C1)O)C1=C(C(=O)[O-])C=CC(=C1)O